C1=CC=CC=2C3=CC=CC=C3C(C12)COC(=O)NC(C(=O)OC(C)(C)C)CCC1=CC(=C(C=C1)C(F)(F)F)F tert-Butyl 2-((((9H-fluoren-9-yl)methoxy) carbonyl)amino)-4-(3-fluoro-4-(trifluoromethyl)phenyl)butanoate